bicyclo[4.2.1]non-1(8)-ene C=12CCCCC(CC1)C2